C1(CC1)CN1N=C(C=C1N1C(NC2(C1)CCC(CC2)(C2=CC(=CC=C2)F)N(C)C)=O)C(F)(F)F 3-(1-(cyclopropylmethyl)-3-(trifluoromethyl)-1H-pyrazol-5-yl)-8-(dimethylamino)-8-(3-fluorophenyl)-1,3-diazaspiro[4.5]decan-2-one